N-(4-(5-(2-(4,4-Difluoropiperidin-1-yl)-6-methylpyrimidin-4-yl)-1,3,4-oxadiazol-2-yl)-3-(6-azaspiro[2.5]octan-6-yl)phenyl)-1-(hydroxymethyl)cyclopropane-1-sulfonamide FC1(CCN(CC1)C1=NC(=CC(=N1)C1=NN=C(O1)C1=C(C=C(C=C1)NS(=O)(=O)C1(CC1)CO)N1CCC2(CC2)CC1)C)F